C(C)NC=1SC=C(N1)C(=O)OCC ethyl 2-(ethylamino)-1,3-thiazole-4-carboxylate